FC=1C=C(C=C2C(=NC(=NC12)C1(CC1)F)N1CCC(CC1)C1=NC=CN=C1OC)N(CCO)C 2-({8-Fluoro-2-(1-fluoro-cyclopropyl)-4-[4-(3-methoxy-pyrazin-2-yl)-piperidin-1-yl]-quinazolin-6-yl}-methyl-amino)-ethanol